CN1N=C2C(=CC(=CC2=C1)C=1SC=2N=CN(C(C2N1)=O)C1CC(N(C(C1)(C)C)C=O)(C)C)C 4-(2-(2,7-dimethyl-2H-indazol-5-yl)-7-oxothiazolo[5,4-d]pyrimidin-6(7H)-yl)-2,2,6,6-tetramethylpiperidine-1-carbaldehyde